FC1=C(C=C(C=C1)F)[C@@H]1N(C[C@H](C1)F)C1=NNC2=NC=C(C=C21)C(=O)O 3-((2R,4S)-2-(2,5-difluorophenyl)-4-fluoropyrrolidin-1-yl)-1H-pyrazolo[3,4-b]pyridine-5-carboxylic acid